2-((4-aminobutanoyl)oxy)-3-(glutaminyloxy)propyl (9Z,12Z)-octadeca-9,12-dienoate C(CCCCCCC\C=C/C\C=C/CCCCC)(=O)OCC(COC([C@@H](N)CCC(N)=O)=O)OC(CCCN)=O